ClC1=C(C=C(C=C1)NC(=O)C1CCC(CC1)N1C(NC2=CC=CC(=C2C1)C)=O)F (1s,4s)-N-(4-chloro-3-fluorophenyl)-4-(5-methyl-2-oxo-1,2-dihydroquinazolin-3(4H)-yl)cyclohexanecarboxamide